tert-butyl (5,7,7-trimethyl-4,5,6,7-tetrahydrobenzo[d]isoxazol-5-yl)carbamate CC1(CC(C2=C(C=NO2)C1)(C)C)NC(OC(C)(C)C)=O